3-{(2R,5S)-2-[8-amino-1-(2-methoxy-4-{[4-(trifluoromethyl)pyridin-2-yl]carbamoyl}phenyl)imidazo[1,5-a]pyrazin-3-yl]-5-methylmorpholin-4-yl}cyclobutanecarboxylic acid NC=1C=2N(C=CN1)C(=NC2C2=C(C=C(C=C2)C(NC2=NC=CC(=C2)C(F)(F)F)=O)OC)[C@H]2CN([C@H](CO2)C)C2CC(C2)C(=O)O